(R)-N-(6-(2-methylmorpholino)pyridin-2-yl)-5-(methylsulfonamido)-3-(6-azaspiro[2.5]octan-6-yl)pyrazine-2-carboxamide C[C@H]1OCCN(C1)C1=CC=CC(=N1)NC(=O)C1=NC=C(N=C1N1CCC2(CC2)CC1)NS(=O)(=O)C